NC1=C(C=C(C=C1)C(C)N1C(NC(C1)C)=O)F 1-(1-(4-Amino-3-fluorophenyl)ethyl)-4-methylimidazolidin-2-one